C=1C=2N(C(NN1)=O)C=NC2 3H-imidazo[1,5-d][1,2,4]triazin-4-one